(R*)-1-[(S)-1-(2,3-dihydrobenzo[1,4]dioxin-2-yl)methyl]-3-(4-trifluoromethylphenyl)piperidine O1[C@H](COC2=C1C=CC=C2)CN2C[C@H](CCC2)C2=CC=C(C=C2)C(F)(F)F |o1:13|